diethyl-amine hydroxybenzoyl-hexyl-benzoate OC1=C(C(=C(C(=O)O)C=C1)CCCCCC)C(C1=CC=CC=C1)=O.C(C)NCC